3-(4-((2-(4-(4-((5-chloro-4-((2-(dimethylphosphoryl)phenyl)amino)pyrimidin-2-yl)amino)-3-methoxyphenyl)piperazin-1-yl)-2-oxoethyl)amino)-1-oxoisoindolin-2-yl)piperidine-2,6-dione ClC=1C(=NC(=NC1)NC1=C(C=C(C=C1)N1CCN(CC1)C(CNC1=C2CN(C(C2=CC=C1)=O)C1C(NC(CC1)=O)=O)=O)OC)NC1=C(C=CC=C1)P(=O)(C)C